methyl 7-bromo-2-oxo-1,2-dihydroquinoline-5-carboxylate BrC=1C=C(C=2C=CC(NC2C1)=O)C(=O)OC